C(C)C1(OC=2C=C(C=CC2C=2N=C(SC21)NC(=O)C=2C(=NC(=NC2OC)SC)OC)C(F)(F)F)CC N-(4,4-diethyl-7-(trifluoromethyl)-4H-chromeno[4,3-d]thiazol-2-yl)-4,6-dimethoxy-2-(methylthio)pyrimidine-5-carboxamide